thidiazinin S1NN=CC=C1